C(C)OCCN1C(=NC2=C1C=CC=C2)C2CCN(CC2)CCC2=CC=C(C=C2)C(C(=O)O)(C)C 2-[4-(2-{4-[1-(2-ethoxy-ethyl)-1H-benzimidazol-2-yl]-piperidin-1-yl}ethyl)-phenyl]-2-methyl-propionic acid